4-(2-isobutoxyethyl)phenol C(C(C)C)OCCC1=CC=C(C=C1)O